4-(p-hydroxyphenyl)-butan-2-one OC1=CC=C(C=C1)CCC(C)=O